(6Z)-8-(trans-4-aminocyclohexoxy)-6-[3-(diethylamino)propoxyimino]-5,5-dimethyl-benzo[h]quinazolin-4-amine N[C@@H]1CC[C@H](CC1)OC=1C=CC2=C(\C(\C(C=3C(=NC=NC23)N)(C)C)=N/OCCCN(CC)CC)C1